C[C@@H]1CNCC[C@@H]1CN1C(C2=CC=CC=C2C1=O)=O cis-2-((3-methylpiperidin-4-yl)methyl)isoindoline-1,3-dione